ClC=1C=C2C(=NN(C2=CC1)C1=C(C=C(C(=O)NS(=O)(=O)C)C=C1)F)C1=CC=C(C=C1)Cl 4-(5-chloro-3-(4-chlorophenyl)-1H-indazol-1-yl)-3-fluoro-N-(methylsulfonyl)benzamide